4-aminobutane-1,2,3-triol NCC(C(CO)O)O